N(=[N+]=[N-])CC=1C=CC(=NC1)CN(CC1=NC=CC=C1)CC1=NC=CC=C1 1-(5-(azidomethyl)pyridin-2-yl)-N,N-bis(pyridin-2-ylmethyl)methylamine